C(C1=CC=CC=C1)N(CCCCCC(=O)N(CC=1SC=CC1)CC=1SC=CC1)S(=O)(=O)C=1SC=CC1 6-[benzyl-(2-thienylsulfonyl)amino]-N,N-bis(2-thienylmethyl)hexanamide